5-chloro-2-(2-fluoro-4-pyridyl)-4-[2-(trifluoromethyl)piperazin-1-yl]-1H-pyrimidin-6-one hydrochloride Cl.ClC1=C(N=C(NC1=O)C1=CC(=NC=C1)F)N1C(CNCC1)C(F)(F)F